2-hydroxy propyl acrylate C=CC(=O)OCCCO